tert-butyl (4-((2-(bis(methyl-d3)amino)ethyl)(methyl) amino)-2-methoxy-5-nitrophenyl)carbamate C([2H])([2H])([2H])N(CCN(C1=CC(=C(C=C1[N+](=O)[O-])NC(OC(C)(C)C)=O)OC)C)C([2H])([2H])[2H]